tert-Butyl 4-({2,2-difluoro-6-[4-(methoxycarbonyl)-1H-indol-7-yl]-7-azaspiro[3.5]nonan-7-yl}methyl)-5-methoxy-7-methylindole-1-carboxylate FC1(CC2(C1)CC(N(CC2)CC2=C1C=CN(C1=C(C=C2OC)C)C(=O)OC(C)(C)C)C=2C=CC(=C1C=CNC21)C(=O)OC)F